1-(3-methoxy-2,3-dioxopropyl)pyridine COC(C(CN1CC=CC=C1)=O)=O